7,8-dihydro-3-methyl-1,4-diphenyl-1H-pyrazolo[3,4-b]quinolin-5(4H,6H,9H)-one CC1=NN(C=2NC=3CCCC(C3C(C21)C2=CC=CC=C2)=O)C2=CC=CC=C2